2,4-Lutidine N1=C(C=C(C=C1)C)C